N[C@@H]1[C@@H](N(CC1)C(=O)OC(C)(C)C)CC=1N=C(SC1)Br tert-butyl (2S,3S)-3-amino-2-((2-bromo-1,3-thiazol-4-yl)methyl)pyrrolidine-1-carboxylate